(R)-5-(7,8-dimethyl-[1,2,4]triazolo[1,5-a]pyridin-6-yl)-1-(1-(2-ethylbutyl)piperidin-3-yl)-6-isopropyl-1,3-dihydro-2H-benzo[d]imidazol-2-one CC1=C(C=2N(C=C1C1=CC3=C(N(C(N3)=O)[C@H]3CN(CCC3)CC(CC)CC)C=C1C(C)C)N=CN2)C